2-(2-{6-[(3R,5R)-3-Amino-5-fluoropiperidine-1-carbonyl]-4-methoxy-3-methylpyrazolo[1,5-a]pyridin-2-yl}-1-(cyclopropylmethyl)-1H-indol-6-yl)benzamide N[C@H]1CN(C[C@@H](C1)F)C(=O)C=1C=C(C=2N(C1)N=C(C2C)C=2N(C1=CC(=CC=C1C2)C2=C(C(=O)N)C=CC=C2)CC2CC2)OC